C(C)(=O)N(C(C)=O)C=1N=C(N2C1[C@H](N(CC2)C(=O)C2=CC=C(C=1C=COC12)F)C)C1=NC(=NS1)C (R)-N-acetyl-N-(7-(4-fluorobenzofuran-7-Carbonyl)-8-methyl-3-(3-methyl-1,2,4-thiadiazol-5-yl)-5,6,7,8-tetrahydroimidazo[1,5-a]Pyrazin-1-yl)acetamide